5,6-dihydrospiro[cyclopenta[b]pyridin-7,4'-piperidin]-6-amine N1CCC2(CC1)C(CC=1C2=NC=CC1)N